C(C)N(CC)CC1=C(C#N)C=CC=C1 2-((diethylamino)methyl)benzonitrile